N-(4-chlorobenzyl)aniline ClC1=CC=C(CNC2=CC=CC=C2)C=C1